OC1=C(C(=O)N(CC2=CC=C(C=C2)C(NCCC)=O)C)C=C(C(=C1)O)C(C)C 2,4-dihydroxy-5-isopropyl-N-methyl-N-(4-(propylcarbamoyl)benzyl)benzamide